FCCOC1=C(C=C(C(=O)N2CCN(CC2)C(=O)OCC[C@@]2(CC\C=C/CCC2)O)C=C1)C (R,Z)-2-(1-hydroxycyclooct-4-en-1-yl)ethyl 4-(4-(2-fluoroethoxy)-3-methylbenzoyl)piperazine-1-carboxylate